methyl 5-(((tert-butyloxycarbonyl)amino)methyl)-2-methylthiopyrimidine-4-carboxylate C(C)(C)(C)OC(=O)NCC=1C(=NC(=NC1)C)C(=S)OC